(S or R)-N-((S)-(3-chloro-2,4-difluorophenyl)((trans)-3-(trifluoromethyl)cyclobutyl)methyl)-2-methyl-3-oxopiperazine-5,5,6,6-d4-1-carboxamide ClC=1C(=C(C=CC1F)[C@@H](NC(=O)N1[C@H](C(NC(C1([2H])[2H])([2H])[2H])=O)C)[C@@H]1C[C@H](C1)C(F)(F)F)F |o1:13|